3-(2,6-diisopropylphenyl)thiazol C(C)(C)C1=C(C(=CC=C1)C(C)C)N1CSC=C1